FC(C1CCC=2N1N=CC2C2=NC=CC(=N2)NC=2N=CC1=C(C=CC(=C1C2)C(C)C)N2[C@@H]([C@H](C2)CS(=O)(=O)C)C)F N-(2-(6-(Difluoromethyl)-5,6-dihydro-4H-pyrrolo[1,2-b]pyrazol-3-yl)pyrimidin-4-yl)-5-isoPropyl-8-((2R,3S)-2-methyl-3-((methylsulfonyl)methyl)azetidin-1-yl)isoquinolin-3-amine